C1(=CC=CC=C1)S(=O)(=O)O.NC1CCN(CC1)C=1N(C(C(=C(N1)C1=CC(=C(C#N)C=C1)F)C1=CC(=C(C=C1)OC)F)=O)C 4-[2-(4-amino-piperidin-1-yl)-5-(3-fluoro-4-methoxy-phenyl)-1-methyl-6-oxo-1,6-dihydro-pyrimidin-4-yl]-2-fluoro-benzonitrile benzenesulfonate salt